4-((2,6-diamino-5-methoxypyridin-3-yl)diazenyl)phenol NC1=NC(=C(C=C1N=NC1=CC=C(C=C1)O)OC)N